C(#CC)OCC(COC#CC)=C 1,3-dipropynyloxy-2-methylenepropane